tert-butyl (S)-3-((4-(3,5-dimethylisoxazol-4-yl)benzo[d]thiazol-2-yl)carbamoyl)pyrrolidine-1-carboxylate CC1=NOC(=C1C1=CC=CC2=C1N=C(S2)NC(=O)[C@@H]2CN(CC2)C(=O)OC(C)(C)C)C